pyridine-3-carbonitrile dihydrochloride Cl.Cl.N1=CC(=CC=C1)C#N